C(CCCCC)(=O)[O-].C(CCCCC)[P+](CCCCCCCCCCCCCC)(CCCCCC)CCCCCC trihexyl-(tetradecyl)phosphonium caproate